4-(Triethoxysilylmethyl)-tetrahydro-1,4-oxazin C(C)O[Si](OCC)(OCC)CN1CCOCC1